1,1'-bis(diphenylphosphino)ferrocene Ethyl-2-(5-(6-methylquinolin-4-yl)thiophen-2-ylsulfanyl)-2-methylpropionate C(C)OC(C(C)(C)SC=1SC(=CC1)C1=CC=NC2=CC=C(C=C12)C)=O.C1(=CC=CC=C1)P([C-]1C=CC=C1)C1=CC=CC=C1.[C-]1(C=CC=C1)P(C1=CC=CC=C1)C1=CC=CC=C1.[Fe+2]